3-(2-(4-Hydroxypiperidin-1-yl)ethyl)-6-(2-(4-methoxyphenyl)-1H-benzo[d]imidazol-6-yl)quinazolin-4(3H)-one OC1CCN(CC1)CCN1C=NC2=CC=C(C=C2C1=O)C=1C=CC2=C(NC(=N2)C2=CC=C(C=C2)OC)C1